2'-amino-5'-(7-(dimethylamino)quinolin-4-yl)-N,N-dimethyl-[2,3'-bipyridine]-5-carboxamide NC1=NC=C(C=C1C1=NC=C(C=C1)C(=O)N(C)C)C1=CC=NC2=CC(=CC=C12)N(C)C